N(C1=CC=CC=C1)CCO anilineethanol